1,1,1-tri-(hydroxymethyl)ethane propanedioxybis(ethylacetoacetate) C(CCOC(C(CC(=O)O)=O)CC)OC(C(CC(=O)O)=O)CC.OCC(C)(CO)CO